CN1N=C(C(=C1)C1N(CCC1)CC1=CC(=C(OC2=CC=C(C(=O)N)C=C2)C=C1)F)C (+)-4-(4-{[2-(1,3-dimethyl-1H-pyrazol-4-yl)pyrrolidin-1-yl]methyl}-2-fluorophenoxy)benzamide